(3β,18α,19α)-Urs-20(30)-en-3-ol C[C@H]1[C@@H]2[C@H]3CC[C@@H]4[C@]5(CC[C@@H](C([C@@H]5CC[C@]4([C@@]3(CC[C@]2(CCC1=C)C)C)C)(C)C)O)C